1-[4-(1,3-benzothiazol-2-yloxy)phenyl]pentan-3-one S1C(=NC2=C1C=CC=C2)OC2=CC=C(C=C2)CCC(CC)=O